1-Methyl-4-nitrobenzimidazole CN1C=NC2=C1C=CC=C2[N+](=O)[O-]